2-(((2-(benzo[d]oxazol-2-ylamino)benzo[d]oxazol-5-yl)methyl)amino)-N-(2-(2-hydroxyethoxy)ethyl)acetamide O1C(=NC2=C1C=CC=C2)NC=2OC1=C(N2)C=C(C=C1)CNCC(=O)NCCOCCO